4-(4-Cyano-3-hydroxy-6-naphthalen-1-ylmethyl-pyridin-2-yl)-4-oxo-butyric acid C(#N)C1=C(C(=NC(=C1)CC1=CC=CC2=CC=CC=C12)C(CCC(=O)O)=O)O